2,4-dimethyl-5-heptene-1-ol CC(CO)CC(C=CC)C